C(C)(C)(C)OC(=O)N1CCN(CC1)C=1C=CC=2N(C(N=C(N2)C=2C=C(C=3N(C2)C=C(N3)C)F)=O)C1OC 4-(2-(8-fluoro-2-methylimidazo[1,2-a]pyridin-6-yl)-6-methoxy-4-oxo-4H-pyrido[1,2-a][1,3,5]triazin-7-yl)piperazine-1-carboxylic acid tert-butyl ester